C(C)(C)C1=C(C(=CC(=C1)C(C)C)C(C)C)S(=O)(=O)O 2,4,6-triisopropylbenzenesulfonic acid